NCC1=CC=C(O1)CC=1OC(=CC1)CN bis(5-aminomethylfuran-2-yl)methane